ethyl 6-bromo-1-ethyl-1H-imidazo[4,5-b]pyrazine-2-carboxylate BrC1=CN=C2C(=N1)N(C(=N2)C(=O)OCC)CC